NCC1=CC2=C(N(C(=N2)CN2C(C3(C4=C(C=C(C=C24)F)F)CCC3)=O)CCCC(F)(F)F)C=C1 1'-((5-(aminomethyl)-1-(4,4,4-trifluorobutyl)-1H-benzo[d]imidazol-2-yl)methyl)-4',6'-difluorospiro[cyclobutane-1,3'-indol]-2'-one